BrC=1C(=CC(=NC1)Cl)NC(C(F)(F)F)CCO[Si](C)(C)C(C)(C)C 5-bromo-N-(4-((tert-butyldimethylsilyl)oxy)-1,1,1-trifluorobutane-2-yl)-2-chloropyridin-4-amine